CN(C)CC1=C(C=CC=C1)NC(=O)C=1C=C(C=CC1)NC(=O)C=1SC=CC1 N-(3-((2-((dimethylamino)methyl)phenyl)carbamoyl)phenyl)thiophene-2-carboxamide